O=C(CNCC(C)(C)C(CC(C(=O)[O-])N1CCN(CCN(CCN(CC1)CC(OC(C)(C)C)=O)CC(OC(C)(C)C)=O)CC(=O)OC(C)(C)C)C)N1[C@@H](CC(C1)(F)F)C#N 4-((2-oxo-2-((2S)-2-cyano-4,4-difluoropyrrolidin-1-yl)ethyl)amino tert-Butyl)-2-(4,7,10-tri(2-tert-butoxy-2-oxoethyl)-1,4,7,10-tetraazacyclododec-1-yl)pentanoate